benzyl 4-[(2-oxooxolan-3-yl)methyl]piperazine-1-carboxylate O=C1OCCC1CN1CCN(CC1)C(=O)OCC1=CC=CC=C1